FC1=C(NC2=CN=CC(=N2)C(CCC(=O)O)(CC)C(=O)OCC)C=CC(=C1)F 4-[6-(2,4-DIFLUOROANILINO)PYRAZIN-2-YL]-4-ETHOXYCARBONYL-HEXANOIC ACID